BrC=1C2=C(C(=NC1)OC)N(C=N2)C 7-bromo-4-methoxy-3-methyl-3H-imidazo[4,5-c]pyridine